C(=O)C=1C=C(C(=O)OCC2=CC=CC=C2)C=CC1O benzyl 3-formyl-4-hydroxy-benzoate